NC=1C=C(C=CC1)C(O)C1=C(C=CC=C1)OC (3-aminophenyl)(2-methoxyphenyl)methanol